CN1C(C2=C(C(=C1)C(C)C1=CC=CC=C1)C=C(N2)C(=O)OCC)=C=O ethyl 6-methyl-7-carbonyl-4-(1-phenylethyl)-6,7-dihydro-1H-pyrrolo[2,3-c]pyridine-2-carboxylate